tert-butyl N-(tert-butoxycarbonyl)-N-[5-(6-cyclopropaneamido-1-[[2-(trimethylsilyl)ethoxy]methyl]pyrrolo[2,3-b]pyridin-3-yl)-4-methoxypyridin-2-yl]carbamate C(C)(C)(C)OC(=O)N(C(OC(C)(C)C)=O)C1=NC=C(C(=C1)OC)C1=CN(C2=NC(=CC=C21)NC(=O)C2CC2)COCC[Si](C)(C)C